CNCCC(CO)O methylaminoethyl-ethylene glycol